C(=O)O.FC1=C(C=CC(=C1)C(F)(F)F)C=1C(=NC(=NC1)N[C@@H]1[C@H](CCCC1)N(C)C)C (1S,2S)-N1-(5-(2-fluoro-4-(trifluoromethyl)phenyl)-4-methyl-pyrimidin-2-yl)-N2,N2-dimethyl-cyclohexane-1,2-diamine, formate salt